4-[6-[2-cyano-3-[[ethyl(methyl)sulfamoyl]amino]-6-fluoro-phenoxy]-4-oxo-quinazolin-3-yl]-1-oxa-9-azaspiro[5.5]undecane C(#N)C1=C(OC=2C=C3C(N(C=NC3=CC2)C2CCOC3(C2)CCNCC3)=O)C(=CC=C1NS(N(C)CC)(=O)=O)F